2-methacrylamidoethyl 4-((4-amino-2-(thiophen-2-yl)-1H-imidazo[4,5-c]quinolin-1-yl)methyl)benzylcarbamate NC1=NC=2C=CC=CC2C2=C1N=C(N2CC2=CC=C(CNC(OCCNC(C(=C)C)=O)=O)C=C2)C=2SC=CC2